7-fluoro-4-(1-hydroxyethyl)-1H-indole-2-carboxylic acid FC=1C=CC(=C2C=C(NC12)C(=O)O)C(C)O